C12CNCC(CC1)N2C2=NC=C(C=N2)N2CCN(CC2)C(=O)OC(C)(C)C tert-butyl 4-[2-(3,8-diazabicyclo[3.2.1]octan-8-yl)pyrimidin-5-yl]piperazine-1-carboxylate